N1(CCN(CCCN(CCNCCC1)CCNC(=O)C=1N(C(C=CC1)=O)O)CCNC(=O)C=1N(C(C=CC1)=O)O)CCNC(=O)C=1N(C(C=CC1)=O)O N,N',N''-((1,4,8,11-Tetraazacyclotetradecane-1,4,8-triyl)tris(ethane-2,1-diyl))tris(1-hydroxy-6-oxo-1,6-dihydropyridine-2-carboxamide)